C(C1=CC=CC=C1)NC(=O)[C@H]1CN(CC1)C#N (3R)-N-benzyl-1-cyanopyrrolidine-3-carboxamide